tert-butyl N-[(2S,11S)-6-bromo-2-[[(1S)-1-[[(4-methanesulfonylphenyl)methyl]carbamoyl]ethyl]carbamoyl]-12-oxo-1-azatricyclo[6.4.1.0^[4,13]]trideca-4(13),5,7-trien-11-yl]carbamate BrC1=CC=2C[C@H](N3C([C@H](CCC(=C1)C32)NC(OC(C)(C)C)=O)=O)C(N[C@@H](C)C(NCC3=CC=C(C=C3)S(=O)(=O)C)=O)=O